ClC=1N=CC2=C(N1)N(C(=C2F)CCO)C2=CC=CC(=N2)C(C)(C)O 2-(6-(2-chloro-5-fluoro-6-(2-hydroxyethyl)-7H-pyrrolo[2,3-d]pyrimidin-7-yl)pyridin-2-yl)propan-2-ol